ClC=1OC2=NC=CC=C2N1 2-chlorooxazolo[5,4-b]pyridine